O[C@]1(COCC2=C1NC(C1=C2C=C(S1)C=1C=NNC1)=O)C(C)(C)CC (R)-4-hydroxy-4-(tert-pentyl)-8-(1H-pyrazol-4-yl)-1,3,4,5-tetrahydro-6H-pyrano[4,3-b]thieno[3,2-d]pyridin-6-one